C(C)N(C(=O)NC(C(=O)O)CCN(CCCCC1=NC=2NCCCC2C=C1)CCCC1=CC=CC=C1)CC 2-(diethylcarbamoylamino)-4-[3-phenylpropyl-[4-(5,6,7,8-tetrahydro-1,8-naphthyridin-2-yl)butyl]amino]butanoic acid